COC(=O)C1=NC=C(C(=N1)C1N(CCC(C1)(F)F)C(=O)OC(C)(C)C)C 4-(1-(tert-Butoxycarbonyl)-4,4-difluoropiperidin-2-yl)-5-methylpyrimidine-2-carboxylic acid methyl ester